3-[3-(2,6-dimethyl-4-pyridinyl)-5-(piperazin-1-ylmethyl)pyrazolo[1,5-a]pyrimidin-2-yl]benzonitrile trifluoroacetate FC(C(=O)O)(F)F.CC1=NC(=CC(=C1)C=1C(=NN2C1N=C(C=C2)CN2CCNCC2)C=2C=C(C#N)C=CC2)C